C(C1=CC=CC=C1)(C1=CC=CC=C1)N1CC(C1)=C(C(C)=O)CC 3-(1-benzhydrylazetidin-3-ylidene)-2-pentanone